N-(4-(1-isopropyl-1H-pyrazol-4-yl)-5-methylpyrimidin-2-yl)-1-(propylsulfo)indol-5-amine C(C)(C)N1N=CC(=C1)C1=NC(=NC=C1C)NC=1C=C2C=CN(C2=CC1)S(=O)(=O)OCCC